2-Amino-2-(2-(1-octyl-1H-1,2,3-triazol-4-yl)ethyl)propane-1,3-diol NC(CO)(CO)CCC=1N=NN(C1)CCCCCCCC